NC(C(=O)OCC(CCCC)CC)C.[Na] sodium beta-2-ethylhexyl aminopropionate